C(=O)OC1CCCC1 cyclopentan-1-ol formate